CN1CCN(CC1)C=1C=C(CNC=2OC=CN2)C=CC1 N-(3-(4-methylpiperazin-1-yl)benzyl)oxazol-2-amine